tungsten bis(isopropylcyclopentadiene) dihydride [H-].[H-].C(C)(C)C1=CC=CC1.C(C)(C)C1=CC=CC1.[W+2]